OC(CCCCCCCCCCCCCCCCC(=O)O)CC=CCC 18-Hydroxy-tricos-20-enoic acid